FC1=CC(=CC2=C1N=C(S2)C2CCNCC2)C=2C=C(C=1N(C2)C=C(N1)C)F 4-Fluoro-6-(8-fluoro-2-methylimidazo[1,2-a]pyridin-6-yl)-2-(piperidin-4-yl)-1,3-benzothiazol